ClC=1C(=C(C=CC1Cl)NC1=NC=NC2=CC(=C(C=C12)OCC=1C(=C2CN(C(C2=CC1)=O)C1C(NC(CC1)=O)=O)F)OC)F 3-(5-(((4-((3,4-dichloro-2-fluorophenyl)amino)-7-methoxyquinazolin-6-yl)oxy)methyl)-4-Fluoro-1-oxoisoindolin-2-yl)piperidine-2,6-dione